7-(6-(6-(Difluoromethyl)imidazo[1,2-b]pyridazin-3-yl)pyrimidin-4-yl)-1,7-diazaspiro[3.5]nonan-2-one FC(C=1C=CC=2N(N1)C(=CN2)C2=CC(=NC=N2)N2CCC1(CC(N1)=O)CC2)F